3-(4-chloro-2-fluoro-phenyl)-5-methyl-triazole-4-carboxylic acid methyl ester COC(=O)C=1N(N=NC1C)C1=C(C=C(C=C1)Cl)F